C1(=CC=CC=C1)/C=C/CC(=O)OC methyl (E)-4-phenylbut-3-enoate